(R)-4-benzyl-oxazolidinone C(C1=CC=CC=C1)[C@H]1NC(OC1)=O